tert-butyl (2R)-2-({[4-(3-phenyl-1H-pyrrolo[3,2-b]pyridin-2-yl)pyridin-3-yl]oxy}methyl)pyrrolidine-1-carboxylate C1(=CC=CC=C1)C1=C(NC=2C1=NC=CC2)C2=C(C=NC=C2)OC[C@@H]2N(CCC2)C(=O)OC(C)(C)C